ClC1=CC=C(/C=C/C=2C=C(C(=O)OCC)C=CC2OC)C=C1 (E)-ethyl 3-(4-chlorostyryl)-4-methoxybenzoate